methyl (S)-3-(9-((4-(((tert-butoxycarbonyl)amino)methyl)-2,6-dimethylphenyl)carbamoyl)-5-methyl-4,5-dihydrobenzo[b]thieno[2,3-d]oxepin-8-yl)-6-(propylcarbamoyl)picolinate C(C)(C)(C)OC(=O)NCC1=CC(=C(C(=C1)C)NC(=O)C1=CC2=C(O[C@H](CC3=C2SC=C3)C)C=C1C=1C(=NC(=CC1)C(NCCC)=O)C(=O)OC)C